BrC=1N=C2C(=NC1)NC(=N2)C=2C=NC=C(C2)F 5-bromo-2-(5-fluoropyridin-3-yl)-1H-imidazo[4,5-b]pyrazine